2,5-dioxopyrrolidin-1-yl [1,1'-biphenyl]-4-carboxylate C1(=CC=C(C=C1)C(=O)ON1C(CCC1=O)=O)C1=CC=CC=C1